N-decyl-1,2,3,4-tetrahydroquinoline C(CCCCCCCCC)N1CCCC2=CC=CC=C12